dimethyl-2-(4-methyl-3-nitrophenoxy)ethan-1-amine CC(COC1=CC(=C(C=C1)C)[N+](=O)[O-])(N)C